tetramethyl-1,3,2-dioxaborolane-4,5-dicarboxamide CN(C(=O)C1C(OBO1)C(=O)N(C)C)C